3-((dimethylamino)methyl)-4-hydroxy-N-((1r,3s,5r,7s)-3-hydroxyadamantan-1-yl)-4-(3-methoxyphenyl)piperidine-1-carboxamide CN(C)CC1CN(CCC1(C1=CC(=CC=C1)OC)O)C(=O)NC12CC3(C[C@H](C[C@@H](C1)C3)C2)O